CC(C(=O)O)(C)C.CC(C(=O)OC)(C)C methyl 2,2-dimethylpropionate (methyl isobutyrate)